5-Bromo-4-methoxythiazole BrC1=C(N=CS1)OC